C1(=CC=CC=C1)[C@H](C)N1[C@@H]2CC[C@H](C1)[C@H]2NC(OC(C)(C)C)=O Tert-butyl N-[(1R,4R,7R)-2-[(1S)-1-phenylethyl]-2-azabicyclo[2.2.1]heptan-7-yl]carbamate